(R)-8-((4-methoxybenzyl)(methyl)amino)-N-(2-methyl-3-carbonylisoxazolidin-4-yl)-6-((6-(2-carbonylpiperidin-1-yl)pyridin-2-yl)amino)imidazo[1,2-b]pyridazine-3-carboxamide COC1=CC=C(CN(C=2C=3N(N=C(C2)NC2=NC(=CC=C2)N2C(CCCC2)=C=O)C(=CN3)C(=O)N[C@@H]3C(N(OC3)C)=C=O)C)C=C1